2-[2-(6-hydroxybenzo[1,3]dioxol-5-yl)-2H-benzotriazol-5-yloxy]acrylic acid ethyl ester C(C)OC(C(=C)OC1=CC=2C(=NN(N2)C2=CC3=C(OCO3)C=C2O)C=C1)=O